COC(=O)C1=CC=CNS1 Thiazine-6-carboxylic acid methyl ester